5-methylpyrimidine hydrochloride Cl.CC=1C=NC=NC1